NC1=NC=2C=CC(=CC2C2=C1COC2)C(=O)N(C)[C@H]2COC=1C2=NC=C(C1)Br 4-amino-N-((3R)-6-bromo-2,3-dihydrofuro[3,2-b]pyridin-3-yl)-N-methyl-1,3-dihydrofuro[3,4-c]quinoline-8-carboxamide